NC1=NC=CC=C1C1=NC=2C(=NC(=CC2)C2=CC=CC=C2)N1C1=CC=C(C=C1)CNC(C(=C)C1=CC(=C(C=C1)C=O)O)=O N-({4-[2-(2-aminopyridin-3-yl)-5-phenylimidazo[4,5-b]pyridin-3-yl]phenyl}methyl)-2-(4-formyl-3-hydroxyphenyl)propenamide